The molecule is anion of delphinidin 3-O-(6''-O-malonyl)-beta-D-glucoside arising from deprotonation of the malonyl carboxy and 5-hydroxy groups. It is a conjugate base of a delphinidin 3-O-(6''-O-malonyl)-beta-D-glucoside. It is a conjugate acid of a delphinidin 3-O-(6''-O-malonyl)-beta-D-glucoside(2-). C1=C(C=C(C(=C1O)O)O)C2=C(C=C3C(=CC(=O)C=C3O2)O)O[C@H]4[C@@H]([C@H]([C@@H]([C@H](O4)COC(=O)CC(=O)[O-])O)O)O